3-(4-((6-fluorobenzo[d]thiazol-5-yl)amino)thieno[2,3-b]pyridin-2-yl)-2-methylpyrrolidine-1-carboxylic acid benzyl ester C(C1=CC=CC=C1)OC(=O)N1C(C(CC1)C1=CC=2C(=NC=CC2NC=2C(=CC3=C(N=CS3)C2)F)S1)C